(2-(4-bromophenyl)propan-2-yl)carbamic acid tert-butyl ester C(C)(C)(C)OC(NC(C)(C)C1=CC=C(C=C1)Br)=O